OCCC1N(CCCC1)O hydroxyethyl-piperidinol